COC(CC(C1=CC=CC=C1)NC(C(=O)OC)(C)C)=O 3-(1-methoxy-2-methylpropanoylamino)-3-phenylpropionic acid methyl ester